CC1(OC=2C(=NC(=CC2)C=2C(=CC(=NC2)NC(C)=O)NC2=NC(=CC(=C2)C(F)(F)F)S(=O)(=O)C)OC1)C N-(5-(2,2-dimethyl-2,3-dihydro-[1,4]dioxino[2,3-b]pyridin-6-yl)-4-((6-(methylsulfonyl)-4-(trifluoromethyl)pyridin-2-yl)amino)pyridin-2-yl)acetamide